C[Si](C)(C)C#CC1=CN=CC(=N1)N1CC2(CC2)CC1 5-(6-((trimethylsilyl)ethynyl)pyrazin-2-yl)-5-azaspiro[2.4]heptane